FC=1C(=NN(C1)C)NC1=NN2C(C=C(C=C2)C2=CC(=NC=C2OC2C[C@H]3COC[C@@H](C2)N3C)C)=C1 N-(4-fluoro-1-methyl-1H-pyrazol-3-yl)-5-(2-methyl-5-(((1R,5S,7s)-9-methyl-3-oxa-9-azabicyclo[3.3.1]nonan-7-yl)oxy)pyridin-4-yl)pyrazolo[1,5-a]pyridin-2-amine